N-{2-[(1S)-1-(chloromethyl)-5-hydroxy-9-methyl-1H,2H,3H-benzo[e]indole-3-carbonyl]imidazo[1,2-a]pyridin-6-yl}-4-(methoxymethoxy)benzamide ClC[C@@H]1CN(C=2C=C(C3=C(C12)C(=CC=C3)C)O)C(=O)C=3N=C1N(C=C(C=C1)NC(C1=CC=C(C=C1)OCOC)=O)C3